4-ethyl-5-iodo-1H-pyrazole C(C)C=1C=NNC1I